BrC1=C2C(N(CC2=C(C(=C1)OC)F)C(C[C@H](C)C(=O)O)=O)C 4-bromo-2-((S)-3-carboxybutanoyl)-7-fluoro-6-methoxy-3-methylisoindolin